N-(2-chloro-6-methylphenyl)-2-((6-((4-(2,6-dioxopiperidin-3-yl)benzyl)amino)-2-methylpyrimidin-4-yl)amino)thiazole-5-carboxamide ClC1=C(C(=CC=C1)C)NC(=O)C1=CN=C(S1)NC1=NC(=NC(=C1)NCC1=CC=C(C=C1)C1C(NC(CC1)=O)=O)C